NC1=C(SC2=NC(=CC=C21)C)C(=O)NC2CC=1C=CC(=NC1CC2)N2CC(C(C2)NC)C(COC)(F)F 3-amino-N-{2-[3-(1,1-difluoro-2-methoxyethyl)-4-(methylamino)pyrrolidin-1-yl]-5,6,7,8-tetrahydroquinolin-6-yl}-6-methylthieno[2,3-b]pyridine-2-carboxamide